N,N-bis(2-(tert-butoxy)-2-oxoethyl)-3-(icos-19-ynamido)-N-methylpropan-1-aminium C(C)(C)(C)OC(C[N+](CCCNC(CCCCCCCCCCCCCCCCCC#C)=O)(C)CC(OC(C)(C)C)=O)=O